thiazole-4-carboxamide benzenesulfonate C1(=CC=CC=C1)S(=O)(=O)O.S1C=NC(=C1)C(=O)N